FC(C(=O)N1CC(C1)OC1=C(C#N)C=CN=C1NC1=CC=C(C=C1)C(F)(F)F)=C 3-((1-(2-fluoroacryloyl)azetidin-3-yl)oxy)-2-((4-(trifluoromethyl)phenyl)amino)isonicotinonitrile